C(C)N([Si]1(O[Si](O[Si](O[Si](O1)(C)C)(C)N(CC)CC)(C)C)C)CC 2,6-bis(diethylamino)-2,4,4,6,8,8-hexamethylcyclotetrasiloxane